C(C=C)(=O)N1[C@H](CN(CC1)C1=NC(=NC=2CC(CCC12)N1CC2=CC=CC=C2CC1)OCCN1CCOCC1)CC#N 2-((2S)-1-Acryloyl-4-(7-(3,4-dihydroisoquinolin-2(1H)-yl)-2-(2-morpholinoethoxy)-5,6,7,8-tetrahydroquinazolin-4-yl)piperazin-2-yl)acetonitrile